2-(trifluoroacetyl)thiophene FC(C(=O)C=1SC=CC1)(F)F